O=C1N2[C@@H](CCC2CC(C1)=O)C(=O)OC methyl (3S)-5,7-dioxo-octahydroindolizine-3-carboxylate